Disodium [4-(sulfonatoamino)phenyl]sulfanide S(=O)(=O)([O-])NC1=CC=C(C=C1)[S-].[Na+].[Na+]